1-(3-(difluoromethoxy)phenyl)-3-methyl-N-(3-methyl-1,1-dioxidothietan-3-yl)-2-oxoindoline-5-carboxamide FC(OC=1C=C(C=CC1)N1C(C(C2=CC(=CC=C12)C(=O)NC1(CS(C1)(=O)=O)C)C)=O)F